(1-naphthyl)trihydroxysilane C1(=CC=CC2=CC=CC=C12)[Si](O)(O)O